2-(6-(((1R,3S,5S)-8-azabicyclo[3.2.1]octan-3-yl)oxy)pyridazin-3-yl)-5-(4-methyl-1H-imidazol-1-yl)phenol [C@H]12CC(C[C@H](CC1)N2)OC2=CC=C(N=N2)C2=C(C=C(C=C2)N2C=NC(=C2)C)O